OC[C@H]1CC2(OCCO2)CCN1C(=O)OC(C)(C)C tertbutyl (7R)-7-(hydroxymethyl)-1,4-dioxa-8-azaspiro[4.5]decane-8-carboxylate